FC1=C2C(=CN=C1NC1C(CN(CC1)C)(C)C)OC(=C2)C(=O)N 4-fluoro-5-[(1,3,3-trimethylpiperidin-4-yl)amino]furo[2,3-c]pyridine-2-carboxamide